OCCCCCC(CCCCCO)=O 1,11-dihydroxyundecane-6-one